BrC1=C(C=O)C(=CN=C1)F 3-bromo-5-fluoroisonicotinaldehyde